S[C@@]1(C[C@H](O)[C@@H](CO)O1)N1C=NC=2C(N)=NC=NC12 mercapto-2'-deoxyadenosine